(2R,5S)-2,5-dimethyl-4-(6-nitropyridin-3-yl)piperazine-1-carboxylic acid tert-butyl ester C(C)(C)(C)OC(=O)N1[C@@H](CN([C@H](C1)C)C=1C=NC(=CC1)[N+](=O)[O-])C